6-[(1R,5S)-3,8-diazabicyclo[3.2.1]oct-3-yl]pyrimidine-5-carbonitrile [C@H]12CN(C[C@H](CC1)N2)C2=C(C=NC=N2)C#N